ClC1=NC(=NC(=N1)C1=CC=CC=C1)C1=CC=C(C=C1)C1=CC=CC=2C3(C4=CC=CC=C4C12)CCCCC3 2-chloro-4-phenyl-6-(4-(spiro[cyclohexane-1,9'-fluoren]-4'-yl)phenyl)-1,3,5-triazine